[2H]C1(CC1)[2H] dideuterocyclopropane